O[C@H](C(C)=O)[C@H]([C@H](CO)O)O (3s,4s,5s)-3,4,5,6-tetrahydroxyhexanone